4-chloro-2-methyl-6-[1-methyl-3-(trifluoromethyl)pyrrolidin-3-yl]pyrido[3,4-d]pyridazine-1,7-dione ClC1=NN(C(C=2C1=CN(C(C2)=O)C2(CN(CC2)C)C(F)(F)F)=O)C